Cl.C1=CC=CC=2C3=CC=CC=C3C(C12)COC(=O)N[C@H](C(=O)OC)CN methyl (S)-2-((((9H-fluoren-9-yl)methoxy)carbonyl)amino)-3-aminopropanoate hydrochloride